6-((2-oxa-6-azaspiro[3.3]heptan-6-yl)methyl)pyridine-2-carboxylic acid ethyl ester C(C)OC(=O)C1=NC(=CC=C1)CN1CC2(COC2)C1